((2-((5-((4,4-dimethylcyclohexyl)amino)pentyl)oxy)-4-methylphenyl)sulfonyl)-L-proline CC1(CCC(CC1)NCCCCCOC1=C(C=CC(=C1)C)S(=O)(=O)N1[C@@H](CCC1)C(=O)O)C